(t-butyldimethylsilyl)[2-(dimethylamino)ethyl]amine [Si](C)(C)(C(C)(C)C)NCCN(C)C